COC1=CC=C(CN(C2=NC(=C(C(=N2)OC)C=CC(=O)OCC)OC)CC2=CC=C(C=C2)OC)C=C1 ethyl 3-{2-[bis-(4-methoxy-benzyl)-amino]-4,6-dimethoxy-pyrimidin-5-yl}-acrylate